CN(C)[Ti](N(C)C)(N(C)C)N(C)C tetra(dimethylamino)titanium (IV)